O[C@H](CCNC(OCCC=1SC(=CN1)C1=NN(C2=CC=C(C=C12)O[Si](C)(C)C(C)(C)C)C1OCCCC1)=O)C 2-[5-[5-[tert-butyl(dimethyl)silyl]oxy-1-tetrahydropyran-2-yl-indazol-3-yl]thiazol-2-yl]ethyl N-[(3S)-3-hydroxybutyl]carbamate